3-((tert-butyldimethylsilyl)oxy)-2-(methoxymethyl)-2-methyl-2,3-dihydrobenzofuran-5-carboxylic acid methyl ester COC(=O)C=1C=CC2=C(C(C(O2)(C)COC)O[Si](C)(C)C(C)(C)C)C1